nonylene sebacate C1(CCCCCCCCC(=O)OCCCCCCCCCO1)=O